FC1=C(C=C(C=C1)F)C=CC(=O)N[C@H](C)C1=CC=C2CCCN(C2=C1)CCO |r| (±)-3-(2,5-Difluoro-phenyl)-N-{1-[1-(2-hydroxy-ethyl)-1,2,3,4-tetrahydro-quinolin-7-yl]-ethyl}-acrylamide